propylethyl-amine C(CC)NCC